OCC=1C=C2C=CC(=NC2=CC1)N1CCS(CC1)(=O)=O 4-(6-(Hydroxymethyl)quinolin-2-yl)thiomorpholine 1,1-dioxide